COC=1C=C(C(=S)N(C)C)C=CC1 3-methoxy-N,N-dimethylthiobenzamide